((S)-3-(2-(5-fluorothiophen-2-yl)ethyl)-1-(2-(6-methylpyridin-3-yl)propan-2-yl)pyrrolidin-3-yl)ethyl carbamate C(N)(OCC[C@]1(CN(CC1)C(C)(C)C=1C=NC(=CC1)C)CCC=1SC(=CC1)F)=O